tert-Butyl 5-(trideuteriomethyl)-1H-pyrrole-3-carboxylate [2H]C(C1=CC(=CN1)C(=O)OC(C)(C)C)([2H])[2H]